(1S,2S)-trans-2-(4-(tert-butyl)phenoxy)cyclohexylprop-2-yne C(C)(C)(C)C1=CC=C(O[C@@H]2[C@@H](CCCC2)CC#C)C=C1